C(N)(=N)C1=CC(=CS1)C=1C=C(C=CC1)NC(=O)C1(CCCCC1)OC1=CC=CC=C1 N-(3-(5-carbamimidoylthiophen-3-yl)phenyl)-1-phenoxycyclohexane-1-carboxamide